C1(CCCC1)[C@@H](C(=O)C1=C(C=C(C=C1)OC)F)C1=NC(=CC=C1)C |r| (±)-2-cyclopentyl-1-(2-fluoro-4-methoxyphenyl)-2-(6-methylpyridin-2-yl)ethan-1-one